S1C=NC2=C1C(=CN2)CC(C)N 1-(4H-pyrrolo[2,3-d]thiazol-6-yl)propan-2-amine